CS(=O)(=O)OC1CCC(CC1)N1CCN(CC1)C(=O)OCC1=CC=CC=C1 benzyl 4-((1s,4s)-4-((methylsulfonyl)oxy)cyclohexyl)piperazine-1-carboxylate